ClC1=C(OC=2C=CC(=C(C(=O)OC)C2)[N+](=O)[O-])C=CC(=C1)C(F)(F)F methyl 5-(2-chloro-4-(trifluoromethyl) phenoxy)-2-nitrobenzoate